C(CCCCCCCC)(=O)C([C@](O)([C@H](O)COC(CCCCCCCC)=O)C(CCCCCCCC)=O)O 1,2,4-O-trinonanoyl-erythritol